N-(5-(2-hydroxypropan-2-yl)-4'-((4-isopropoxy-6-(methylsulfonyl)pyridin-2-yl)amino)-[2,3'-bipyridine]-6'-yl)acetamide OC(C)(C)C=1C=CC(=NC1)C=1C=NC(=CC1NC1=NC(=CC(=C1)OC(C)C)S(=O)(=O)C)NC(C)=O